4-((1R,2S)-1-hydroxy-2-((S)-5H-imidazo[5,1-a]isoindol-5-yl)-7-azaspiro[3.5]nonane-7-carbonyl)piperidine-1-carboxamide O[C@@H]1[C@@H](CC12CCN(CC2)C(=O)C2CCN(CC2)C(=O)N)[C@@H]2N1C(C3=CC=CC=C23)=CN=C1